2-[1-(pyrimidin-2-yl)-1H-indole-3-carboxamido]Benzoic acid N1=C(N=CC=C1)N1C=C(C2=CC=CC=C12)C(=O)NC1=C(C(=O)O)C=CC=C1